bis(2,4-di-tert-butyl-methylphenyl)pentaerythritol diphosphite OP(O)OP(O)O.C(C)(C)(C)C1=C(C=CC(=C1C)C(C)(C)C)C(O)(C(CO)(CO)CO)C1=C(C(=C(C=C1)C(C)(C)C)C)C(C)(C)C